2-((1-(6-methyl-2-(4-(1-methyl-1H-pyrazol-4-yl)phenyl)-4-oxo-4H-chromen-8-yl)ethyl)amino)benzoic acid CC=1C=C2C(C=C(OC2=C(C1)C(C)NC1=C(C(=O)O)C=CC=C1)C1=CC=C(C=C1)C=1C=NN(C1)C)=O